(S)-1-fluoro-6-isopropyl-10-(methoxy-d3)-9-(3-methoxypropoxy)-2-oxo-6,7-dihydro-2H-pyrido[2,1-a]isoquinoline-3-carboxylic acid FC=1C(C(=CN2C1C1=CC(=C(C=C1C[C@H]2C(C)C)OCCCOC)OC([2H])([2H])[2H])C(=O)O)=O